ClC1=C(CC2=CC=C(C(=C2)C2=CC(=CC=C2)OC(F)F)O)C(=CC(=C1)N(CC1=CC=CC=C1)CC1=CC=CC=C1)Cl 5-(2,6-dichloro-4-(dibenzylamino)benzyl)-3'-(difluoromethoxy)-[1,1'-biphenyl]-2-ol